C(C)(=O)C=1C(N(C2=CC(=NC=C2C1C)NC1=NC=C(N=C1)N1CCNCC1)C1CCCC1)=O 3-acetyl-1-cyclopentyl-4-methyl-7-[(5-piperazin-1-ylpyrazin-2-yl)amino]-1,6-naphthyridin-2-one